2-amino-4-(((tert-butyldimethylsilyl)oxy)methyl)-7-fluoro-N-methyl-N-(6-(trifluoromethyl)-2,3-dihydrobenzofuran-3-yl)quinoline-6-carboxamide NC1=NC2=CC(=C(C=C2C(=C1)CO[Si](C)(C)C(C)(C)C)C(=O)N(C1COC2=C1C=CC(=C2)C(F)(F)F)C)F